ClC=1C(=NNC1)[C@@H]1[C@@H](N(CCC1)C(=O)OC)CO[C@@H]1CC[C@@H](CC1)C1=C(C=CC=C1)Cl Methyl cis-3-(4-chloro-1H-pyrazol-3-yl)-2-((((CIS)-4-(2-chlorophenyl)cyclohexyl)oxy) methyl)piperidine-1-carboxylate